3-(2-(1-(((hexyloxy)carbonyl)oxy)ethoxy)-2,2-diphenylacetoxy)spiro[bicyclo[3.2.1]octane-8,1'-pyrrolidin]-8-ium trifluoroacetate FC(C(=O)[O-])(F)F.C(CCCCC)OC(=O)OC(C)OC(C(=O)OC1CC2CCC(C1)[N+]21CCCC1)(C1=CC=CC=C1)C1=CC=CC=C1